NC1=NC(=C2N=CNC2=N1)OCC1=CC=C(CNC(CSCCC[Si]2(C3=C(C=CC(=C3)N(C)C)C3(OC(C4=CC=CC=C34)=O)C3=C2C=C(C=C3)N(C)C)C)=O)C=C1 N-(4-(((2-Amino-9H-purin-6-yl)oxy)methyl)benzyl)-2-((3-((5r,10r)-3,7-bis(dimethylamino)-5-methyl-3'-oxo-3'H,5H-spiro[dibenzo[b,e]siline-10,1'-isobenzofuran]-5-yl)propyl)thio)acetamide